6-(ethylsulfanyl)-3-((1-methyl-1H-1,2,4-triazol-3-yl)methyl)-1-((2,4,5-trifluorophenyl)methyl-d2)-1,3,5-triazine-2,4(1H,3H)-dione C(C)SC1=NC(N(C(N1C([2H])([2H])C1=C(C=C(C(=C1)F)F)F)=O)CC1=NN(C=N1)C)=O